N1=C(C=CC=C1)C(C)NC(=O)[C@@H]1CN(CC[C@H]1NC(=O)C1=NOC(=C1)C1=C(C=C(C=C1)F)F)C1C(CCCC1)O (3R,4R)-4-{[5-(2,4-difluoro-phenyl)-isoxazole-3-carbonyl]-amino}-1-(2-hydroxy-cyclohexyl)-piperidine-3-carboxylic acid (1-pyridin-2-yl-ethyl)-amide